3-(acetoxy)-2-[(1R,6R)-4-(acetoxy)-3-methyl-6-(prop-1-en-2-yl)cyclohex-2-en-1-yl]-5-pentylphenyl acetate C(C)(=O)OC1=C(C(=CC(=C1)CCCCC)OC(C)=O)[C@@H]1C=C(C(C[C@H]1C(=C)C)OC(C)=O)C